3-(5-(((1S,2S)-2-(3-(1-(1-fluorocyclopropane-1-carbonyl)piperidin-4-yl)azetidin-1-yl)cyclohexyl)oxy)-1-oxoisoindolin-2-yl)piperidine-2,6-dione FC1(CC1)C(=O)N1CCC(CC1)C1CN(C1)[C@@H]1[C@H](CCCC1)OC=1C=C2CN(C(C2=CC1)=O)C1C(NC(CC1)=O)=O